FC(S(=O)(=O)OC=1N=C2C(=NC1)N(C(=C2C(N)=O)N)C2=C(C(=CC=C2C)O)C)(F)F [6-amino-7-carbamoyl-5-(3-hydroxy-2,6-dimethyl-phenyl)pyrrolo[2,3-b]pyrazin-2-yl] trifluoromethanesulfonate